3-[4'-(hydroxymethyl)phenoxy]propionic acid OCC1=CC=C(OCCC(=O)O)C=C1